Cl.OC1=CC(=NN1C(C)C)NC(=O)C1CNC1 N-[5-hydroxy-1-(propan-2-yl)-1H-pyrazol-3-yl]azetidine-3-carboxamide hydrochloride